C(C)N1N=C(C=C1C(=O)N=C1NC2=C(N1)C(=CC(=C2)C(=O)N)OCCCO)C 2-((1-ethyl-3-methyl-1H-pyrazole-5-carbonyl)imino)-7-(3-hydroxypropoxy)-2,3-dihydro-1H-benzo[d]imidazole-5-carboxamide